2,2-difluoroethanol mesylate S(C)(=O)(=O)OCC(F)F